4-(1-isobutyl-3-(pyrimidin-5-yl)-1H-pyrrolo[2,3-b]pyridine-6-carbonyl)-3,3-dimethylpiperazin-2-one C(C(C)C)N1C=C(C=2C1=NC(=CC2)C(=O)N2C(C(NCC2)=O)(C)C)C=2C=NC=NC2